COC1=CC(=C(C=C1)C=1C=CC=2N(C1)C(N(N2)C2=NC=CC=C2)=O)C 6-(4-methoxy-2-methylphenyl)-2-(pyridin-2-yl)-[1,2,4]triazolo[4,3-a]pyridin-3(2H)-one